(S)-5-amino-N-methyl-N-(7'-(trifluoromethyl)spiro[cyclopropane-1,1'-isochroman]-4'-yl)-6,8-dihydro-1H-furo[3,4-d]pyrrolo[3,2-b]pyridine-2-carboxamide NC1=C2C(=C3C(=N1)C=C(N3)C(=O)N([C@@H]3COC1(C4=CC(=CC=C34)C(F)(F)F)CC1)C)COC2